2-(4-cyanophenylethynyl)aniline C(#N)C1=CC=C(C=C1)C#CC1=C(N)C=CC=C1